(S)-N-(2-(2-cyano-4,4-difluoropyrrolidin-1-yl)-2-oxoethyl)-6-(3-(4-tert-butoxycarbonylpiperazin-1-yl)-1-propoxy)quinoline-4-carboxamide C(#N)[C@H]1N(CC(C1)(F)F)C(CNC(=O)C1=CC=NC2=CC=C(C=C12)OCCCN1CCN(CC1)C(=O)OC(C)(C)C)=O